[S+2].NC(=S)[S-].NC(=S)[S-] aminodithioformate sulfur